6-(3,4-Dichloro-phenyl)-pyrimidine-4-carboxylic acid (1-piperidin-4-yl-ethyl)-amide hydrochloride salt Cl.N1CCC(CC1)C(C)NC(=O)C1=NC=NC(=C1)C1=CC(=C(C=C1)Cl)Cl